S1S[C@@H](CC1)CCCCC(=O)OC1COC(CC1)C 6-methyltetrahydro-2H-pyran-3-yl 5-((R)-1,2-dithiolan-3-yl)pentanoate